BrC=1C=CC=C2C(=CCSC12)C=1N=CNC1 4-(8-bromo-2H-thiochromen-4-yl)-1H-imidazole